europium aluminum oxide [O-2].[Al+3].[Eu+3].[O-2].[O-2]